CN1N=CC(=C1)N[C@H]1CN(CCC1)C(=O)OC(C)(C)C tert-butyl (3R)-3-[(1-methylpyrazol-4-yl)amino]piperidine-1-carboxylate